fluoro-5-chloro-benzotrifluoride FC1=C(C=C(C=C1)Cl)C(F)(F)F